N-[(1S)-5-[2-(2-aminopyridin-3-yl)-5-(pyridin-3-yl)imidazo[4,5-b]pyridin-3-yl]-2,3-dihydro-1H-inden-1-yl]-3-formyl-4-hydroxybenzamide NC1=NC=CC=C1C1=NC=2C(=NC(=CC2)C=2C=NC=CC2)N1C=1C=C2CC[C@@H](C2=CC1)NC(C1=CC(=C(C=C1)O)C=O)=O